C(C)(C)(C)[C@H]1N(CCCC1N)C(=O)N tert-butyl-(R)-3-aminopiperidine-1-carboxamide